ClC=1C=C2C(N(CN(C2=CC1)C=1C(=C(C#N)C=CC1)C)C1=C(NC(C=C1)=O)C)=O 3-(6-chloro-3-(2-methyl-6-oxo-1,6-dihydropyridin-3-yl)-4-oxo-3,4-dihydroquinazolin-1(2H)-yl)-2-methylbenzonitrile